OC1=C(C=C(C=C1)C)C(CC1=CC=CC2=CC=CC=C12)=O 1-(2-hydroxy-5-methylphenyl)-2-(1-naphthyl)-1-ethanone